thiophene-2-formaldehyde para-aminobenzoate NC1=CC=C(C(=O)O)C=C1.S1C(=CC=C1)C=O